4-((isobutylamino)methyl)benzonitrile C(C(C)C)NCC1=CC=C(C#N)C=C1